C1(CCC1)[C@@H](C1=C(C=CC=C1F)F)C1N(C(C2=CC=C(C=C12)C(=O)N)=O)C1C(NC(CC1)=O)=O ((S)-cyclobutyl(2,6-difluorophenyl)methyl)-2-(2,6-dioxopiperidin-3-yl)-1-oxoisoindoline-5-carboxamide